alpha-ethyl-2,2,6-trimethyl-(Z)-cyclohexanpropanol C(C)C(CCC1C(CCCC1C)(C)C)O